CCCCC1=CC=CC=C1C1=NC2=CC=CC=C2C(=C1)NC1=CC(=CC=C1)C(F)(F)F (E)-6-(4-butyl)phenyl-4-[3-(trifluoromethyl)phenyl]aminoquinoline